Ethyl 3-((3-Chloro-2-((4-methoxybenzyl)(methyl-d2)amino)pyridin-4-yl)thio)propionate ClC=1C(=NC=CC1SCCC(=O)OCC)N(C([2H])[2H])CC1=CC=C(C=C1)OC